FC1(CC(CC1)NC1=NC(=NC(=N1)NC=1NC2=CC=CC=C2C1)C1=NC(=CC=C1)C(F)(F)F)F N2-(3,3-difluorocyclopentyl)-N4-(1H-indol-2-yl)-6-(6-(trifluoromethyl)pyridin-2-yl)-1,3,5-triazine-2,4-diamine